(E)-1,2-di(thiophen-2-yl)ethylene S1C(=CC=C1)\C=C\C=1SC=CC1